C1(=CC=CC=C1)CS(=O)(=O)OC1=C(OC(C1=O)C1=C(C(=CC=C1)OC)OC)N 2-amino-5-(2,3-dimethoxyphenyl)-4-oxo-4,5-dihydrofuran-3-yl phenylmethanesulfonate